ClC=1C=C(C=CC1)[C@@H]1[C@H](C1)C(=O)NC1=NC=CC(=C1)NCC=1N=C2N(C=C(C=C2C#N)C2CC2)C1 |r| rac-(1S*,2S*)-2-(3-chlorophenyl)-N-(4-(((8-cyano-6-cyclopropylimidazo[1,2-a]pyridin-2-yl)methyl)amino)pyridin-2-yl)cyclopropane-1-carboxamide